bis(4-hydroxyphenyl)-1-naphthylethane OC1=CC=C(C=C1)C(C)(C1=CC=CC2=CC=CC=C12)C1=CC=C(C=C1)O